ClC=1C(=C(C=CC1)NN1C(=CC=2C(NCCC21)=O)C2=C(C=NC=C2)C#C[C@@H]2N(CCC2)C(\C=C\CN2CCOCC2)=O)OC [(3-chloro-2-methoxyphenyl)amino]-2-(3-{2-[(2R)-1-[(2E)-4-(morpholin-4-yl)but-2-enoyl]pyrrolidin-2-yl]ethynyl}pyridin-4-yl)-1H,5H,6H,7H-pyrrolo[3,2-c]pyridin-4-one